C(C)OC1=C(C2=CC=CC=C2C=C1)CC1=C(C=CC2=CC=CC=C12)OC1NCCC1 2-((1-((2-ethoxynaphthalen-1-yl)methyl)naphthalen-2-yl)oxy)pyrrolidine